O=C1N(CC2=CC(=CC=C12)C1=NC=CC(=C1)CN1CC(NCC1)=O)C1C(NC(CC1)=O)=O 3-(1-oxo-5-(4-((3-oxopiperazin-1-yl)methyl)pyridin-2-yl)isoindolin-2-yl)piperidine-2,6-dione